C(C)(C)(C)OC(=O)N1CC2(CCCC2)[C@H](CC1)CN1N=CC=CC1=O.C1(CCCCC1)NCCC[Si](OC)(OC)C N-(cyclohexyl)-gamma-aminopropyl-methyl-dimethoxysilane tert-butyl-(S)-10-((6-oxopyridazin-1(6H)-yl)methyl)-7-azaspiro[4.5]decane-7-carboxylate